ClC=1C(=NC(=NC1)NC1=CC(=C(C=C1)N1CCC(CC1)N1CCN(CC1)C)Cl)C=1C=NN2C1C=CC=C2 chloro-N-(3-chloro-4-(4-(4-methylpiperazin-1-yl)piperidin-1-yl)phenyl)-4-(pyrazolo[1,5-a]pyridin-3-yl)pyrimidin-2-amine